2-methyl-3-furyl tetrasulfide CC=1OC=CC1SSSSC1=C(OC=C1)C